1-(4-(2-(4-tert-butylphenyl)-1,3-selenazol-5-yl)benzyl)pyrrolidine-3-carboxylic acid methyl ester COC(=O)C1CN(CC1)CC1=CC=C(C=C1)C1=CN=C([Se]1)C1=CC=C(C=C1)C(C)(C)C